alpha-methyl-valine C[C@](N)(C(C)C)C(=O)O